ClC=1C(=NC(=NC1)NC1=C(C=C(C=C1)N1CCC(CC1)N1CCN(CC1)C)OC)NC=1C=CC=C2C(CN(C12)S(=O)(=O)C)C 5-chloro-N2-(2-methoxy-4-(4-(4-methylpiperazin-1-yl)piperidin-1-yl)phenyl)-N4-(3-methyl-1-(methylsulfonyl)indolin-7-yl)pyrimidine-2,4-diamine